6-Amino-7-(1H-indol-5-yl)-9-isopropyl-2-[(2-methyl-4-oxo-4H-chromen-7-yl)-amino]-7,9-dihydro-8H-purin-8-on NC1=C2N(C(N(C2=NC(=N1)NC1=CC=C2C(C=C(OC2=C1)C)=O)C(C)C)=O)C=1C=C2C=CNC2=CC1